4-((5-methylpyrazin-2-yl)methoxy)aniline CC=1N=CC(=NC1)COC1=CC=C(N)C=C1